lanthanum aluminum lithium sodium [Na].[Li].[Al].[La]